C(C1=CC=CC=C1)OC(=O)N[C@H](C(=O)OC)CC12CC(C1)(C2)I methyl (2S)-2-(((benzyloxy)carbonyl)amino)-3-(3-iodobicyclo[1.1.1]pentan-1-yl)propanoate